C(C1=CC=CC=C1)(=O)OCC(COC(C(=C)C)=O)=O 3-(methacryloxy)-2-oxopropyl Benzoate